methyl 2-(4-isopropyl-1-oxo-6-(trifluoromethoxy)phthalazin-2(1H)-yl)acetate C(C)(C)C1=NN(C(C2=CC=C(C=C12)OC(F)(F)F)=O)CC(=O)OC